OC1(CCN(CC1)C(=O)[C@H]1[C@@H](CN(CC1)CC1=CC=C(C=C1)C)C1=CC=CC=C1)CN1C=NC2=C(C1=O)C=C(N2)C=2SC=CC2 3-[[4-hydroxy-1-[(3R,4R)-3-phenyl-1-(p-tolylmethyl)piperidine-4-carbonyl]-4-piperidinyl]methyl]-6-(2-thienyl)-7H-pyrrolo[2,3-d]pyrimidin-4-one